(R)-6-(7-Chloro-10-(3-(4-chloro-3,5-dimethylphenoxy)propyl)-4-methyl-1-oxo-6-(1,3,5-trimethyl-1H-pyrazol-4-yl)-3,4-dihydropyrazino[1,2-a]indol-2(1H)-yl)-2-naphthoic Acid ClC=1C=CC=2C(=C3N(C2C1C=1C(=NN(C1C)C)C)[C@@H](CN(C3=O)C=3C=C1C=CC(=CC1=CC3)C(=O)O)C)CCCOC3=CC(=C(C(=C3)C)Cl)C